1,1'-((3,3'''-difluoro-5,5'''-dimethoxy-2',2''-dimethyl-[1,1':3',1'':3'',1'''-quaterphenyl]-4,4'''-diyl)bis(methylene))bis(piperidin-4-ol) FC=1C=C(C=C(C1CN1CCC(CC1)O)OC)C1=C(C(=CC=C1)C1=C(C(=CC=C1)C1=CC(=C(C(=C1)OC)CN1CCC(CC1)O)F)C)C